C(C(O)CC(=O)[O-])(=O)OCCCCCCCCCCCCCCCCCC monostearyl malate